CC1COC2N1C(C=1N(C2)C=CC(C1)=O)=O 3-methyl-5,7-dioxo-2,3,5,7,11,11a-hexahydro[1,3]oxazolo[3,2-a]pyrido[1,2-d]pyrazine